FC1([C@H](C1)C(=O)NC1=NC=C2C=C(C(=NC2=C1)C(=O)N)C=1C=NC(=CC1C)[C@H](CC)O)F 7-((R)-2,2-difluorocyclopropane-1-carboxamido)-3-(6-((S)-1-hydroxypropyl)-4-methylpyridin-3-yl)-1,6-naphthyridine-2-carboxamide